2-amino-r-(6-chloro-5-cyano-2-methylsulfinyl-pyrimidin-4-yl)spiro[5,6-dihydrocyclopenta[b]thiophene-4,3'-azetidine]-3-carbonitrile NC1=C(C2=C(S1)CCC21CN(C1)C1=NC(=NC(=C1C#N)Cl)[S@](=O)C)C#N